Cl.FC=1C(=NC=CC1)C1=NC=C(C(=C1)NC=1C2=C(N=CC1)NC=C2)C(C)C N-[2-(3-fluoro-2-pyridyl)-5-isopropyl-4-pyridyl]-1H-pyrrolo[2,3-b]pyridin-4-amine hydrochloride salt